1-acetyl-5-bromo-2H-indol-3-one C(C)(=O)N1CC(C2=CC(=CC=C12)Br)=O